(maleimido)ethane C1(C=CC(N1CC)=O)=O